C(C1=CC=CO1)C=CO furfuryl-vinyl alcohol